C(C1=CC=CC=C1)OC1=C(C(=O)NC2=C(C=C(C(=O)OC)C=C2)O)C=CC(=N1)OCC1=CC=CC=C1 methyl 4-(2,6-bis(benzyloxy)nicotinamido)-3-hydroxybenzoate